Cl.N1CCCC=2C(=CC=CC12)C#N 1,2,3,4-tetrahydroquinoline-5-carbonitrile hydrochloride